Boc-N-methyl-L-leucine C(=O)(OC(C)(C)C)N([C@@H](CC(C)C)C(=O)O)C